3-(6-bromo-3-(1-cyclopropyl-1H-[1,2,3]triazolo[4,5-c]pyridin-7-yl)-2,4-dioxo-3,4-dihydrothieno[3,2-d]pyrimidin-1(2H)-yl)propanenitrile BrC1=CC=2N(C(N(C(C2S1)=O)C=1C2=C(C=NC1)N=NN2C2CC2)=O)CCC#N